C(\C=C\C1=CC(O)=C(O)C=C1)(=O)CCC(C)O 1-Caffeoyl-3-hydroxybutane